FC(N1C(=NC2=C(C=C(C=C2C1=O)C)C(C)NC1=C(C(=O)O)C=CC=C1)N1CCOCC1)F 2-[1-[3-(difluoromethyl)-6-methyl-2-morpholino-4-oxo-quinazolin-8-yl]ethylamino]benzoic acid